C[C@H]1CN(C[C@H](N1)C)C1=CC=C(N=N1)C1=NC=C(C=C1O)C1=CC2=CN(N=C2C(=C1)OC)C 2-{6-[(3s,5r)-3,5-dimethylpiperazin-1-yl]pyridazin-3-yl}-5-(7-methoxy-2-methyl-2H-indazol-5-yl)pyridin-3-ol